methyl 8-bromo-2-(2,2,2-trifluoroethyl)imidazo[1,2-a]pyridine-6-carboxylate BrC=1C=2N(C=C(C1)C(=O)OC)C=C(N2)CC(F)(F)F